C(C)NC(=O)C1=CC=C(C=N1)C=1C(CNCC1)C N-ethyl-3'-methyl-1',2',3',6'-tetrahydro-[3,4'-bipyridine]-6-carboxamide